3,3'-(2-bromo-9H-fluorene-9,9-diyl)dipropionic acid BrC1=CC=2C(C3=CC=CC=C3C2C=C1)(CCC(=O)O)CCC(=O)O